7-bromo-1-((4-methoxyphenyl)ethynyl)-2-phenyl-1,2,3,4-tetrahydroisoquinoline BrC1=CC=C2CCN(C(C2=C1)C#CC1=CC=C(C=C1)OC)C1=CC=CC=C1